[4-[3-[[(3R,4S)-3-fluoro-4-piperidinyl]oxy]azetidin-1-yl]-3-methyl-2-oxo-benzimidazol-1-yl]piperidine-2,6-dione F[C@@H]1CNCC[C@@H]1OC1CN(C1)C1=CC=CC=2N(C(N(C21)C)=O)N2C(CCCC2=O)=O